C(C)(=O)N1CC(C1)N1N=CC=C1 1-(1-Acetylazetidin-3-yl)-1H-pyrazol